FC=1C(=CC(=C(C(=O)NC=2C(=NC=CC2C)OC)C1)O[C@H](C(F)(F)F)C)N1N=C(N(C1=O)CCC)CO 5-fluoro-4-[3-(hydroxymethyl)-5-oxo-4-propyl-4,5-dihydro-1H-1,2,4-triazol-1-yl]-N-(2-methoxy-4-methylpyridin-3-yl)-2-{[(2S)-1,1,1-trifluoropropan-2-yl]oxy}benzamide